N-(4'-((2-(2-oxabicyclo[2.1.1]hex-4-yl)-6-methylpyrimidin-4-yl)amino)-5-cyano-[2,3'-bipyridyl]-6'-yl)acetamide C12OCC(C1)(C2)C2=NC(=CC(=N2)NC2=C(C=NC(=C2)NC(C)=O)C2=NC=C(C=C2)C#N)C